4-[(2-oxo-1H-benzo[cd]indol-5-yl)methyl]benzonitrile O=C1NC2=CC=CC=3C2=C1C=CC3CC3=CC=C(C#N)C=C3